4-((8-chloro-2,3,4,5-tetrahydro-1H-benzo[b]azepin-1-yl)methyl)-N-hydroxybenzamide ClC=1C=CC2=C(N(CCCC2)CC2=CC=C(C(=O)NO)C=C2)C1